3-(4-(oxetan-3-yloxy)phenyl)propan-1-ol O1CC(C1)OC1=CC=C(C=C1)CCCO